C1NCCC12CCN(CC2)C=O (2,8-diazaspiro[4.5]decan-8-yl)methanon